(2S)-2-[(2S)-2-[(2S)-3-(4-hydroxyphenyl)-2-{[(2S)-pyrrolidin-2-yl]formamido}propanamido]-3-(1H-indol-3-yl)propanamido]-5,5-dimethylhexanoic acid OC1=CC=C(C=C1)C[C@@H](C(=O)N[C@H](C(=O)N[C@H](C(=O)O)CCC(C)(C)C)CC1=CNC2=CC=CC=C12)NC(=O)[C@H]1NCCC1